(7S)-N-{3-[2-(4-chloro-3-fluorophenoxy)acetamido]bicyclo[1.1.1]pentan-1-yl}-2,2-difluoro-7-methyl-6,7-dihydro-2H-furo[2,3-f][1,3]benzodioxole-7-carboxamide ClC1=C(C=C(OCC(=O)NC23CC(C2)(C3)NC(=O)[C@@]3(COC2=CC4=C(OC(O4)(F)F)C=C23)C)C=C1)F